N1(C=NC=C1)C=1C=C(C=CC1)NC(COC1=CC=C2C(=NN(C2=C1)C)C1C(NC(CC1)=O)=O)=O N-(3-(1H-Imidazol-1-yl)phenyl)-2-((3-(2,6-dioxopiperidin-3-yl)-1-methyl-1H-indazol-6-yl)oxy)acetamide